FC1=C(C=CC(=C1)F)C1=CC=C(C=C1)CC(=O)N1CC2(OCCO2)C[C@H]1C(=O)OC methyl (8S)-7-[2-[4-(2,4-difluorophenyl)phenyl]acetyl]-1,4-dioxa-7-azaspiro[4.4]nonane-8-carboxylate